tetrahydro-1,3-dimethyl-2(1H)-pyrimidinone CN1C(N(CCC1)C)=O